9-((oxetan-3-ylmethyl)amino)heptadecanedioic acid O1CC(C1)CNC(CCCCCCCC(=O)O)CCCCCCCC(=O)O